(1S,3R)-3-[3-({[2-(methylsulfonyl) phenyl]-acetyl}amino)-1H-pyrazol-5-yl]cyclopentyl propylcarbamate C(CC)NC(O[C@@H]1C[C@@H](CC1)C1=CC(=NN1)NC(CC1=C(C=CC=C1)S(=O)(=O)C)=O)=O